5-Methylene-1,3-cyclohexadien-1-ol C=C1C=CC=C(C1)O